Lutetium Neodymium [Nd].[Lu]